9-bromo-7-fluoro-1,6,11,11a-tetrahydro-[1,4]oxazino[4,3-b]isoquinolin-4(3H)-one BrC1=CC=2CC3N(CC2C(=C1)F)C(COC3)=O